NC(C)(C)C=1N=NN(C1)CCCCCCCCCCCC 2-amino-2-(1-dodecyl-1H-1,2,3-triazol-4-yl)propane